1-morpholino-ethanone O1CCN(CC1)C(C)=O